4,4'-((5-(3,5-difluorophenoxy)-1,3-phenylene)bis(methylene))bis(nitrobenzene) FC=1C=C(OC=2C=C(C=C(C2)CC2=CC=C(C=C2)[N+](=O)[O-])CC2=CC=C(C=C2)[N+](=O)[O-])C=C(C1)F